N-((9-(4-fluorophenyl)-6-oxaspiro[4.5]dec-8-yl)methyl)-1-(m-methyltolyl)methylamine FC1=CC=C(C=C1)C1C(COC2(CCCC2)C1)CNCC1=C(C=CC=C1C)C